(S)-quinuclidin-3-yl (5-(2-fluoro-6-propoxyphenyl)-2,2-dimethyl-2,3-dihydro-1H-inden-1-yl)carbamat FC1=C(C(=CC=C1)OCCC)C=1C=C2CC(C(C2=CC1)NC(O[C@@H]1CN2CCC1CC2)=O)(C)C